C(#N)C=1N=C(N(C1)COCC[Si](C)(C)C)C(=O)NC1=C(C=C(C=C1)C1=CC2(CCC(C1)(O2)C)C)C2=CCC(CC2)(C)C 4-cyano-N-[2-(4,4-dimethylcyclohexen-1-yl)-4-[1,5-dimethyl-8-oxabicyclo[3.2.1]oct-2-en-3-yl]phenyl]-1-(2-trimethylsilylethoxymethyl)imidazole-2-carboxamide